isopropyl-4-methylthiazoleoctanoic acid Ethyl-(2E)-3-{4-methyl-1-[3-(methylsulfonyl)propyl]-1H-benzotriazol-5-yl}prop-2-enoate C(C)OC(\C=C\C1=C(C2=C(N(N=N2)CCCS(=O)(=O)C)C=C1)C)=O.C(C)(C)C1=C(N=C(S1)CCCCCCCC(=O)O)C